N1(CCOCC1)C(=O)C1=CN=C(S1)C=1C=NC=CN1 3-[5-(Morpholine-4-carbonyl)-1,3-thiazol-2-yl]pyrazin